Zirconium Tetraisopropoxide CC([O-])C.CC([O-])C.CC([O-])C.CC([O-])C.[Zr+4]